tert-butyl 4-[(3-hydroxycyclobutyl)methyl]piperidine-1-carboxylate OC1CC(C1)CC1CCN(CC1)C(=O)OC(C)(C)C